CO[C@@H]1CN(C[C@H]1CN1C(C(=CC2=C1N=C(N=C2)S(=O)(=O)C)C2=CC=CC=C2)=O)C(=O)OC(C)(C)C tert-butyl trans-3-methoxy-4-((2-(methylsulfonyl)-7-oxo-6-phenylpyrido[2,3-d]pyrimidin-8(7H)-yl)methyl)pyrrolidine-1-carboxylate